[C].C(=O)N formamide carbon